C(C)(C)(C)OC(=O)N[C@H]1CN(C[C@@H]1O)C(=O)OCC1=CC=CC=C1 benzyl (3S,4S)-3-((tert-butoxycarbonyl) amino)-4-hydroxypyrrolidine-1-carboxylate